C(C)OC(=O)C1=C[C@@H]([C@H](CC1)F)NC(=O)OC(C)(C)C.C1(=CC=C(C=C1)C#N)C1=CC=C(C=C1)C#N 4,4'-biphenyl-dinitrile ethyl-(3S,4S)-3-((tert-butoxycarbonyl)amino)-4-fluorocyclohex-1-ene-1-carboxylate